FC1=C(C=CC=C1)C1=NN2C(OCC(C2)(C)C)=C1C(=O)OCC Ethyl 2-(2-fluorophenyl)-6,6-dimethyl-5,7-dihydropyrazolo[5,1-b][1,3]oxazine-3-carboxylate